C(C)(C)(C)N(CC(=O)O)C=1N=NN(C1)CC.C1(C(C(CCC1)(O)O)(O)O)(O)O cyclohexanehexa-ol tert-butyl-(1-ethyl-1H-1,2,3-triazol-4-yl)glycinate